COCC[N+]1(CCCCC1)C 1-(methoxyethyl)-1-methylpiperidinium